4-[6-(2-Chloro-4-trifluoromethyl-phenyl)-4-cyano-3-hydroxy-pyridin-2-yl]-4-oxo-butyric acid ClC1=C(C=CC(=C1)C(F)(F)F)C1=CC(=C(C(=N1)C(CCC(=O)O)=O)O)C#N